BrC1=C(C=C2CNC(C2=C1)=O)OCC1=NN(C=C1)C 6-Bromo-5-((1-methyl-1H-pyrazol-3-yl)methoxy)isoindolin-1-one